benzyl-dimethyl-[2-(2-methyl-1-oxoallyl)oxyethyl]ammonium iodide [I-].C(C1=CC=CC=C1)[N+](CCOC(C(=C)C)=O)(C)C